2-(phenylethynyl)-4-(trifluoromethyl)-1-(vinyloxy)benzene C1(=CC=CC=C1)C#CC1=C(C=CC(=C1)C(F)(F)F)OC=C